potassium isooctanolate C(CCCCC(C)C)[O-].[K+]